CN1C=C(CC1)C=1C=NC=CC1 3-(1-methyl-4,5-dihydro-1H-pyrrole-3-yl)pyridine